((5-(1H-imidazol-1-yl)pentyl)oxy)quinazoline N1(C=NC=C1)CCCCCOC1=NC2=CC=CC=C2C=N1